C(#C)[C@@]1([C@@H](O[C@@H]([C@H]1O)CO)N1C(=O)NC(=O)C=C1)O 2'-alpha-Ethynyluridine